C(CCC)C1=NC=2C(=C3C(=NC2N)C=CS3)N1CCCCCN1CCN(CC1)CCN1CCOCC1 2-butyl-1-(5-(4-(2-morpholinoethyl)piperazin-1-yl)pentyl)-1H-imidazo[4,5-d]thieno[3,2-b]pyridin-4-amine